2-(4-(2-ethoxy-1,1-difluoro-2-oxoethyl)phenyl)acetic acid C(C)OC(C(F)(F)C1=CC=C(C=C1)CC(=O)O)=O